(R)-tert-Butyl 3-(((6-(isoindolin-2-ylmethyl)-4-oxo-4H-pyran-3-yl)oxy)methyl)-pyrrolidine-1-carboxylate C1N(CC2=CC=CC=C12)CC1=CC(C(=CO1)OC[C@H]1CN(CC1)C(=O)OC(C)(C)C)=O